CC1=C(N=C(N1)C1=CC=CC=C1)CO 5-Methyl-2-phenylimidazole-4-methanol